C1(CCCCC1)C(C(=O)NC1CCCCC1)N1C(=NC2=C1C=CC=C2)C2=CC(=C(C=C2)C(F)(F)F)F 2,N-dicyclohexyl-2-[2-(3-fluoro-4-trifluoromethyl-phenyl)-benzimidazol-1-yl]-acetamide